methyl-α-linolenic acid fluorophosphonate FP(O)(O)=O.CC(C(=O)O)CCCCCC\C=C/C\C=C/C\C=C/CC